N-acrylamidopropyl-N,N-dimethyl-N-dodecylammonium chloride [Cl-].C(C=C)(=O)NCCC[N+](CCCCCCCCCCCC)(C)C